COC1=NC=C(C=C1C(=O)N)NC(C(N1[C@H](CC[C@@H](C1)C)C=1C=CC2=C(N=C(S2)C=2CCN(CC2)C)C1)=O)=O 2-methoxy-5-[[2-oxo-2-[(2R,5S)-5-methyl-2-[2-(1-methyl-3,6-dihydro-2H-pyridin-4-yl)-1,3-benzothiazol-5-yl]-1-piperidyl]acetyl]amino]pyridine-3-carboxamide